BrC1=CC=C2C(=N1)NC=C2S(=O)(=O)NC2=NC=C(C(=N2)OC)OCC(F)F 6-bromo-N-[5-(2,2-difluoroethoxy)-4-methoxy-pyrimidin-2-yl]-1H-pyrrolo[2,3-b]pyridine-3-sulfonamide